aziridinyl-cytosine N1(CC1)NC1=NC(NC=C1)=O